N1-cyclobutyl-5-(2H-1,2,3,4-tetrazol-5-yl)benzene-1,2-diamine C1(CCC1)NC=1C(=CC=C(C1)C=1N=NNN1)N